2-chloro-1H-benzo[d]imidazole-6-carbonitrile ClC1=NC2=C(N1)C=C(C=C2)C#N